ClC1=NC=CC(=C1C#N)NC=1C=CC2=C(N(C(N2C)=O)CC2N(CC2)C(=O)OC(C)(C)C)C1 tert-Butyl 2-((6-((2-chloro-3-cyanopyridin-4-yl)amino)-3-methyl-2-oxo-2,3-dihydro-1H-benzo[d]imidazol-1-yl)methyl)azetidine-1-carboxylate